tert-butyl (S)-(1-(4,4-difluorocyclohexyl)-2-((4-(2-methoxyacetyl)pyridin-2-yl)amino)-2-oxoethyl)carbamate FC1(CCC(CC1)[C@@H](C(=O)NC1=NC=CC(=C1)C(COC)=O)NC(OC(C)(C)C)=O)F